1-ethyl-6-(morpholine-4-carbonyl)-1,4-dihydro-9H-pyrazolo[1,5-a]purin-9-one C(C)N1C=NC=2NC=3N(C(C12)=O)N=C(C3)C(=O)N3CCOCC3